D-glucopyranosyl trichloroacetate ClC(C(=O)OC1[C@H](O)[C@@H](O)[C@H](O)[C@H](O1)CO)(Cl)Cl